ClC=1C=C(C=C(C1)Cl)C1(CC(=NO1)N1CC=2C=NC(=CC2C1)C(=O)NCC1CC(CCC1)(F)F)C(F)(F)F 2-(5-(3,5-dichlorophenyl)-5-(trifluoromethyl)-4,5-dihydroisoxazol-3-yl)-N-((3,3-difluorocyclohexyl)methyl)-2,3-dihydro-1H-pyrrolo[3,4-c]pyridine-6-carboxamide